C(=O)O.ClC1=C(C(=O)N2CCN(CC2)C(=O)N[C@H]2CNC[C@@H]2O)C=CC(=C1)NC(=O)C=1N(C(=CN1)C1=C(C(=C(C=C1)OCC#N)F)F)C 4-[2-chloro-4-[[5-[4-(cyanomethoxy)-2,3-difluoro-phenyl]-1-methyl-imidazole-2-carbonyl]amino]benzoyl]-N-[(3S,4S)-4-hydroxypyrrolidin-3-yl]piperazine-1-carboxamide formate